2-N-(6-(difluoromethyl)-2-((1r,4r)-4-formylcyclohexyl)-2H-indazol-5-yl)-6-methylpicolinamide FC(C=1C(=CC2=CN(N=C2C1)C1CCC(CC1)C=O)NC(C1=NC(=CC=C1)C)=O)F